C(C)(C)P(NC1=NC(=CC=C1)N1N=CC=C1)C(C)C N-(diiso-propylphosphaneyl)-6-(1H-pyrazol-1-yl)pyridin-2-amine